FC(C1=NC=C(C(=C1)C1=CC(=NC=C1C(=O)NC1=NC(=NS1)N1CC2N(C(C1)C2)C)N2C(C(=CC=C2)F)=O)OC)F 2''-(difluoromethyl)-3-fluoro-5''-methoxy-N-(3-(6-methyl-3,6-diazabicyclo[3.1.1]heptane-3-yl)-1,2,4-thiadiazole-5-yl)2-Oxo-2H-[1,2':4',4''-terpyridine]-5'-carboxamide